N1C(=NC2=C1C=CC=C2)C2=CC(=NN2)NC(C2=CC=C(C=C2)N2CCN(CC2)CCO)=O N-[5-(1H-1,3-benzodiazol-2-yl)-1H-pyrazol-3-yl]-4-[4-(2-hydroxyethyl)piperazin-1-yl]benzamide